C(C)(C)(C)OC(NCCC1=CC(=C(C(=C1)CN(CC1=NC=CC=C1)CCC1=CC=C(C=C1)CCCCC)O)CN(CC1=NC=CC=C1)CCC1=CC=C(C=C1)CCCCC)=O (4-hydroxy-3,5-bis(((4-pentylbenzylmethyl)(pyridin-2-ylmethyl)amino)methyl)phenethyl)carbamic acid Tert-butyl ester